FC1=NC=CC2=C1CC1CCC2N1C(=O)NC1=CC(=C(C=C1)C)C(F)(F)F 1-fluoro-N-(4-methyl-3-(trifluoromethyl)phenyl)-6,7,8,9-tetrahydro-5H-5,8-epiminocyclohepta[c]pyridine-10-carboxamide